NC(C1=C(C=C(C(=C1)Cl)Cl)O)C1CNCC1 2-(amino(pyrrolidin-3-yl)methyl)-4,5-dichlorophenol